4-(N-(4-bromophenyl)-N-isobutylsulfamoyl)-1-hydroxy-2-naphthoic acid BrC1=CC=C(C=C1)N(S(=O)(=O)C1=CC(=C(C2=CC=CC=C12)O)C(=O)O)CC(C)C